[Si](C1=CC=CC=C1)(C1=CC=CC=C1)(C(C)(C)C)OCC12CCC(CC1)(C2)CC=O 2-(4-(((tert-butyldiphenylsilyl)oxy)methyl)bicyclo[2.2.1]heptan-1-yl)acetaldehyde